4-(aminomethyl)-6-(5-(phenylsulfinyl)pyridin-3-yl)phthalazin-1(2H)-one NCC1=NNC(C2=CC=C(C=C12)C=1C=NC=C(C1)S(=O)C1=CC=CC=C1)=O